NC=1C=CC(=NC1)N1C=CC2=CC(=CC=C12)NC1=CC=C(C=C1)OC 1-(5-aminopyridin-2-yl)-N-(4-methoxyphenyl)-1H-indol-5-amine